CC1=C(C(=O)OCCC(COS(=O)(=O)Cl)(C)C)C=CC=C1 4-((chlorosulfonyl) oxy)-3,3-dimethylbutyl 2-methylbenzoate